S1SC=CC=C1 1,2-dithiin